2-[3-(3,5-difluorophenyl)ureido]-4-fluorobenzamide FC=1C=C(C=C(C1)F)NC(NC1=C(C(=O)N)C=CC(=C1)F)=O